Cl.Cl.Cl.Cl.N1CCC(CC1)NC1=CC=C(N=N1)C1=C(C=C(C=C1)C=1C=NNC1)O 2-[6-(piperidin-4-ylamino)pyridazin-3-yl]-5-(1H-pyrazol-4-yl)phenol tetrahcl